C(C)(C)N(C(=O)C1=C(C=CC(=C1)F)N1C(=C(C=2C1=CN=CC2)C(=O)[C@H]2C[C@@H](N(CC2)C(=O)OC(C)(C)C)C)C)C(C)C |&1:24| tert-butyl (2S,4RS)-4-(1-(2-(diisopropylcarbamoyl)-4-fluorophenyl)-2-methyl-1H-pyrrolo[2,3-c]pyridine-3-carbonyl)-2-methylpiperidine-1-carboxylate